NC1[C@@H]2N(C(=C(CS2)\C=C/C2=C(N=CS2)C)C(=O)O)C1=O 7-amino-3-[(Z)-2-(4-methyl-5-thiazolyl)vinyl]-3-cephem-4-carboxylic acid